butyl 4-(((6-(((methylsulfonyl)oxy)methyl)-4-oxo-4H-pyran-3-yl)oxy)methyl)piperidine-1-carboxylate CS(=O)(=O)OCC1=CC(C(=CO1)OCC1CCN(CC1)C(=O)OCCCC)=O